9-[1-(2,2-difluoroethyl)-1H-pyrazolo[3,4-b]pyrazin-6-yl]-4-[6-(trifluoromethyl)pyridin-3-yl]-1-oxa-4,9-diazaspiro[5.5]undecane FC(CN1N=CC=2C1=NC(=CN2)N2CCC1(CN(CCO1)C=1C=NC(=CC1)C(F)(F)F)CC2)F